methyl (4-((tert-Butoxycarbonyl) amino) pyridin-2-yl)-2-methylpropionate C(C)(C)(C)OC(=O)NC1=CC(=NC=C1)C(C(=O)OC)(C)C